(S)-N-(4-(2-bromo-3-(2,3-dihydrobenzo[b][1,4]dioxin-6-yl)benzyloxy)-5-chloro-2-(3-cyanobenzyloxy)benzyl)pipecolinic acid BrC1=C(COC2=CC(=C(CN3[C@@H](CCCC3)C(=O)O)C=C2Cl)OCC2=CC(=CC=C2)C#N)C=CC=C1C1=CC2=C(OCCO2)C=C1